COC(=O)N1CCC=CC1 1,2,3,6-tetrahydropyridin-1-carboxylic acid methyl ester